C1(CC1)C[C@@H](C(=O)NC(C(C(=O)N)=O)C[C@H]1C(NCC1)=O)NC(CCC1=CC=CC=C1)=O 3-((S)-3-cyclopropyl-2-(3-phenylpropionamido)propanamido)-2-oxo-4-((S)-2-oxopyrrolidin-3-yl)butanamide